tert-butyl (1-(6-aminopyridin-3-yl)piperidin-4-yl)(methyl)carbamate NC1=CC=C(C=N1)N1CCC(CC1)N(C(OC(C)(C)C)=O)C